(R)-4-(7-fluoroimidazo[1,2-a]pyridin-3-yl)-7-((6-((isopropylamino)-methyl)-5-(tetrahydrofuran-3-yl)pyridin-2-yl)amino)isoindolin-1-one FC1=CC=2N(C=C1)C(=CN2)C2=C1CNC(C1=C(C=C2)NC2=NC(=C(C=C2)[C@@H]2COCC2)CNC(C)C)=O